BrC=1C=C2C=3C(=C(C(=C(C3C3=CC(=CC=C3C2=CC1)Br)C1=CC=CC=C1)C=1C=NC=NC1)C1=CC=CC=C1)C1=CC=CC=C1 5-(6,11-dibromo-1,3,4-triphenyltriphenylen-2-yl)pyrimidine